FC(C1(CCC=2N(C1)N=C(C2)C2=NC=C(C=C2)F)C([2H])([2H])[2H])([2H])[2H] 6-(fluoromethyl-d2)-2-(5-fluoropyridin-2-yl)-6-(methyl-d3)-4,5,6,7-tetrahydropyrazolo[1,5-a]pyridine